C(C)(=O)N1CCC(CC1)N1C(N(C2=C1C=C(C=C2)F)CC2=NC=C(C=C2)C=2OC(=NN2)C(F)F)=O 3-(1-Acetylpiperidin-4-yl)-1-((5-(5-(difluoromethyl)-1,3,4-oxadiazol-2-yl)pyridin-2-yl)methyl)-5-fluoro-1,3-dihydro-2H-benzo[d]imidazol-2-one